4a-(4-Bromophenyl)-5-fluoro-2,2-dimethyl-1,2,4,4a-tetrahydro-3H-pyrimido[1,2-a]quinolin-3-one BrC1=CC=C(C=C1)C12N(C3=CC=CC=C3C=C1F)CC(C(N2)=O)(C)C